3-(cyclopropylmethoxy)azetidin C1(CC1)COC1CNC1